(R)-3-fluoro-4-(((4-(pyrrolidin-3-ylamino)pyrimidin-2-yl)oxy)methyl)benzonitrile FC=1C=C(C#N)C=CC1COC1=NC=CC(=N1)N[C@H]1CNCC1